Cl.FC=1C(=NC=2CCNCC2C1)P(O)(O)=O (3-fluoro-5,6,7,8-tetrahydro-1,6-naphthyridin-2-yl)-phosphonic Acid Hydrochloride